FC=1C=C(C=C(C1OC)F)C1=CC(=C(N=N1)NC1C[C@@H]2[C@@H](CN(C2)CC2CCOCC2)C1)C(F)(F)F (3aR,5s,6aS)-N-(6-(3,5-difluoro-4-methoxyphenyl)-4-(trifluoromethyl)pyridazin-3-yl)-2-((tetrahydro-2H-pyran-4-yl)methyl)octahydro-cyclopenta[c]pyrrol-5-amine